N-(3-(3-Cyanoimidazo[1,2-a]pyridin-6-yl)-6'-methyl-[2,2'-bipyridin]-5-yl)acetamid C(#N)C1=CN=C2N1C=C(C=C2)C=2C(=NC=C(C2)NC(C)=O)C2=NC(=CC=C2)C